C[O-].N1=C(C=CC=C1)C1=NC(=CC=C1)C1=NC=CC=C1 2,2':6',2''-terpyridine methoxide